1-bromo-2,5-bis(methoxymethoxy)-3,4,6-trimethylbenzene BrC1=C(C(=C(C(=C1C)OCOC)C)C)OCOC